FC(COC1=CC=C(C=C1)C1=C(C(=NC(=C1C#N)SCC=1C=NC=CC1)N1CC(C1)F)C#N)F 4-(4-(2,2-difluoroethoxy)phenyl)-2-(3-fluoroazetidin-1-yl)-6-((pyridin-3-yl-methyl)thio)pyridine-3,5-dicarbonitrile